ClC=1C=C(C=C(C1)NS(=O)(=O)C)C1=C(SC(=C1C1=NC=C(C=N1)OC(C)C)C)C(=O)N (3-chloro-5-(methylsulfonylamino)phenyl)-4-(5-isopropoxypyrimidin-2-yl)-5-methylthiophene-2-carboxamide